OC1=CC(=C(C(=O)OC)C=C1OC([2H])([2H])[2H])[N+](=O)[O-] methyl 4-hydroxy-5-(methoxy-d3)-2-nitrobenzoate